NC1=NC=2C=CC(=CC2C2=C1COC2)C(=O)N([C@H](C)C2=NC=CC=N2)CC=2N=NC(=CC2)OC 4-amino-N-((6-methoxy-3-pyridazinyl)methyl)-N-((1R)-1-(2-pyrimidinyl)ethyl)-1,3-dihydrofuro[3,4-c]quinoline-8-carboxamide